(R)-3-amino-1-methoxyazetidin-2-one N[C@H]1C(N(C1)OC)=O